O([C@H]1[C@H](O)[C@@H](O)[C@@H](O)[C@H](O1)CO)C1=C(C(=CC=C1)OCC[18F])[N+](=O)[O-] 3-(2'-[18F]fluoroethoxy)-2-nitrophenyl beta-D-galactopyranoside